C(CCCCCCCCCCCCCCCCCCCCCCCCCCCCC)(=O)OCCCCCCCCCCCCCCCCCCCCCCCCCCCC octacosyl melissate